FC1([C@@]2(CCO2)CCN(C1)C1=NC=CC(=N1)N)F (S)-2-(5,5-difluoro-1-oxa-7-azaspiro[3.5]nonan-7-yl)pyrimidin-4-amine